5-bromo-2-(1H-imidazol-1-yl)-N-(3-(trifluoromethyl)phenyl)pyrimidine-4-carboxamide BrC=1C(=NC(=NC1)N1C=NC=C1)C(=O)NC1=CC(=CC=C1)C(F)(F)F